FC(C1=NN=C(S1)C=1C=NN2C1C=C(C=C2N2CCN(CC2)C(=O)N(C)C)S(NC2(CC2)C)(=O)=O)F 4-(3-(5-(difluoromethyl)-1,3,4-thiadiazol-2-yl)-5-(N-(1-methylcyclopropyl)sulfamoyl)pyrazolo[1,5-a]pyridin-7-yl)-N,N-dimethylpiperazine-1-carboxamide